tert-butyl (4-(6-cyano-3-neopentyl-4-oxo-3,4-dihydroquinazolin-2-yl)butyl)(methyl)carbamate C(#N)C=1C=C2C(N(C(=NC2=CC1)CCCCN(C(OC(C)(C)C)=O)C)CC(C)(C)C)=O